FC1=CC(=C(C(=C1)C(C)C)NC(=O)N=[S@](=O)(N)C1=CC=C(C=C1)C(C)(C)O)C(C)C (R)-N'-(4-fluoro-2,6-diisopropylphenyl-carbamoyl)-4-(2-hydroxypropan-2-yl)benzenesulfonimidamide